3'-(6-chlorobenzo[d]oxazol-2-yl)-4'-methyl-5'-(2,3,4-trifluorobenzamido)-[1,1'-biphenyl]-4-carboxamide ClC1=CC2=C(N=C(O2)C=2C=C(C=C(C2C)NC(C2=C(C(=C(C=C2)F)F)F)=O)C2=CC=C(C=C2)C(=O)N)C=C1